CC1NCCC=2NN3C(=CNCC3)C21 Methyl-1,2,3,4,8,9-hexahydropyrido[4',3':3,4]Pyrazolo[1,5-a]Pyrazin